FC(SC1=CC=C(C=C1)NC(C1=CC=C(C=C1)NS(=O)(=O)C1=CC(=CC=C1)[N+](=O)[O-])=O)F N-(4-((difluoromethyl)thio)phenyl)-4-((3-nitrophenyl)sulfonamido)benzamide